(Z)-3-Dodecen-1-ol C(C\C=C/CCCCCCCC)O